(E)-N-phenyl-3-(p-tolyl)-N-tetrahydrofuran-3-yl-prop-2-enamide C1(=CC=CC=C1)N(C(\C=C\C1=CC=C(C=C1)C)=O)C1COCC1